2,7-bis(carbazol-9-yl)-9,9-dimethyl-fluoren C1=CC=CC=2C3=CC=CC=C3N(C12)C1=CC=2C(C3=CC(=CC=C3C2C=C1)N1C2=CC=CC=C2C=2C=CC=CC12)(C)C